FC1=C(C=CC=C1F)NC1=NC=2C(N=C1OC)=NON2 N-(2,3-DIFLUOROPHENYL)-6-METHOXY-[1,2,5]OXADIAZOLO[3,4-B]PYRAZIN-5-AMINE